OC1=CC=C(C=C1)C1=CC(=C2C=NNC2=C1)S[C@@H]1CN(CC1)C(C=C)=O (S)-1-(3-((6-(4-hydroxyphenyl)-1H-indazol-4-yl)thio)pyrrolidin-1-yl)prop-2-en-1-one